ClC1=NC=C(C(=C1)C1=C(C=NC(=C1)C)C(=O)NC=1SC(=NN1)OCC1CCC(CC1)F)OC 2'-Chloro-N-(5-((4-fluorocyclohexyl)methoxy)-1,3,4-thiadiazol-2-yl)-5'-methoxy-6-methyl-(4,4'-bipyridine)-3-carboxamide